NC=1C(=NC=C(N1)Cl)C(=O)N1CC2=C(C(C1)(F)F)N=C(S2)N (3-amino-5-chloropyrazin-2-yl)(2-amino-7,7-difluoro-6,7-dihydrothiazolo[5,4-C]pyridin-5(4H)-yl)methanone